P(=O)(O)(O)O[C@H](C=[O+][S-])[C@@H](O)[C@H](O)[C@H](O)CO phosphomannose sulfide